COC=1C=C2C(=NC(=NC2=CC1OCCCN1CCCC1)C=1OC(=CC1)C)NC1CCOCC1 6-methoxy-2-(5-methylfuran-2-yl)-7-(3-(pyrrolidin-1-yl)propoxy)-N-(tetrahydro-2H-pyran-4-yl)quinazolin-4-amine